2-(3,3-Difluoroallyl)isoindoline-1,3-dione FC(=CCN1C(C2=CC=CC=C2C1=O)=O)F